ethyl 3-quinolindithiocarboxylate N1=CC(=CC2=CC=CC=C12)C(=S)SCC